acryloyloxytridecyl-tribromomethylsilane C(C=C)(=O)OCCCCCCCCCCCCC[SiH2]C(Br)(Br)Br